γ-(N,N-dimethyl)aminopropylmethyl-dimethoxysilane CN(C)CCC[Si](OC)(OC)C